Trimethoxysilylpropyl methacrylate 3-Trimethoxysilylpropyl-methacrylate CO[Si](CCCOC(C(=C)C)=O)(OC)OC.C(C(=C)C)(=O)OCCC[Si](OC)(OC)OC